F[C@H]1[C@H]2CCC[C@@H](C1)N2 (1S,3R,5R,6R)-6-fluoro-8-azabicyclo[3.2.1]octan